C(C(C)C)OC1=CC=C2C(CN(CC2=C1)C(=O)OC(C)(C)C)C1=CC=CC=C1 tert-Butyl 7-isobutoxy-4-phenyl-3,4-dihydroisoquinoline-2(1H)-carboxylate